ClC1=CC=C(C=C1)NC(CO)C=C 2-[(4-chlorophenyl)amino]but-3-en-1-ol